N(C(=N)N)CCCC(=O)[O-] γ-Guanidinobutyrate